NC1=NC=2C=C(C=CC2C2=C1N=C(N2OCCCCNC(=O)C2CCC(CC2)CN2C(C=CC2=O)=O)CCCC)P(=O)(C)C (1r,4r)-N-(4-((4-amino-2-butyl-7-(dimethylphosphoryl)-1H-imidazo[4,5-c]quinolin-1-yl)oxy)butyl)-4-((2,5-dioxo-2,5-dihydro-1H-pyrrol-1-yl)methyl)cyclohexane-1-carboxamide